BrC1=CC(=C(C=C1)NC1=C(C(=NN1C)C)C1=C(C=C(C=C1F)OC)F)[N+](=O)[O-] N-(4-bromo-2-nitrophenyl)-4-(2,6-difluoro-4-methoxyphenyl)-1,3-dimethyl-1H-pyrazol-5-amine